Butyl-6-chloro-1-cyclopropyl-pyrazolo[3,4-d]pyrimidin-4-amine C(CCC)C1=NN(C2=NC(=NC(=C21)N)Cl)C2CC2